OC(C)(C)C=1C=C(C=CC1)C=1N=C(SC1)NC(CNC(OC(C)(C)C)=O)=O tert-butyl (2-((4-(3-(2-hydroxypropan-2-yl)phenyl)thiazol-2-yl)amino)-2-oxoethyl)carbamate